1-butyl-1,4-diazabicyclo[2.2.2]octane-1-ium C(CCC)[N+]12CCN(CC1)CC2